methyl (2R)-2-[[2-[1-[(4-isopropylphenyl)methyl]-5-oxopyrrolidin-2-yl]acetyl]amino]-3-phenylpropionate C(C)(C)C1=CC=C(C=C1)CN1C(CCC1=O)CC(=O)N[C@@H](C(=O)OC)CC1=CC=CC=C1